C(C)(C)(C)OC(=O)N1CCC(CC1)CCN[C@@H]1C[C@H](CC1)NC1=NC=C(C(=N1)C1=CNC2=CC(=CC=C12)C(=O)OC)C(F)(F)F methyl 3-(2-(((1S,3S)-3-((2-(1-(tert-butyloxycarbonyl)piperidin-4-yl)ethyl)amino)cyclopentyl)amino)-5-(trifluoromethyl)pyrimidin-4-yl)-1H-indole-6-carboxylate